2-(4-(2-((4-(Bis(2-hydroxydodecyl)amino)butyl)disulfaneyl)ethyl)piperazin-1-yl)ethyl 4-(bis(2-hydroxydecyl)amino)butanoate OC(CN(CCCC(=O)OCCN1CCN(CC1)CCSSCCCCN(CC(CCCCCCCCCC)O)CC(CCCCCCCCCC)O)CC(CCCCCCCC)O)CCCCCCCC